C(C1=CC=CC=C1)C1[C@](OC([C@@H]([C@H]1OC(C)=O)NC(C)=O)[C@@H]([C@@H](COC(C)=O)OC(C)=O)OC(C)=O)(C(=O)OCC1C=C(CC(=C1)OC)OC)OC(C)=O (3,5-Dimethoxycyclohexane-2,5-dien-1-yl)methanol benzyl-(2R,4S,5R)-5-acetamido-2,4-diacetoxy-6-[(1S,2R)-1,2,3-triacetoxypropyl]tetrahydropyran-2-carboxylate